3β-hydroxypregna-5,16-dien-20-one sulfate S(=O)(=O)(O)O.O[C@@H]1CC2=CC[C@H]3[C@@H]4CC=C(C(C)=O)[C@]4(CC[C@@H]3[C@]2(CC1)C)C